O=C1NC(CCC1C=1C=NC(=NC1)N1CCC(CC1)C(=O)N1CCC(CC1)(C(=O)O)C)=O 1-(1-(5-(2,6-dioxopiperidin-3-yl)pyrimidin-2-yl)piperidine-4-carbonyl)-4-methylpiperidine-4-carboxylic acid